1-(2-(2-methoxyphenyl)-1,3-dioxolan-2-yl)-2-phenylethane COC1=C(C=CC=C1)C1(OCCO1)CCC1=CC=CC=C1